C(C)C(C(=O)O)C(C)O 2-ETHYL-3-HYDROXYBUTANOIC ACID